4-(Hydroxy(5-(pyridin-3-yl)-1,3,4-thiadiazol-2-yl)methyl)piperidine-1-carboxylate OC(C1CCN(CC1)C(=O)[O-])C=1SC(=NN1)C=1C=NC=CC1